O=C1NC(CCC1N1C(C2=CC=CC(=C2C1)SCCN1CCN(CC1)C1=CC=C(C(=O)N2CCC(CC2)CCCCNC(\C=C\C=2C=NC=CC2)=O)C=C1)=O)=O (E)-N-(4-(1-(4-(4-(2-((2-(2,6-dioxopiperidin-3-yl)-1-oxoisoindoline-4-yl)thio)ethyl)piperazin-1-yl)benzoyl)piperidin-4-yl)butyl)-3-(pyridin-3-yl)acrylamide